N-(3,4-difluorophenyl)-2,6-diazaspiro[3.3]heptan-2-carbothioamide 2,2,2-trifluoroacetate FC(C(=O)O)(F)F.FC=1C=C(C=CC1F)NC(=S)N1CC2(C1)CNC2